1-(2-Methyl-4-(methylamino)-5,7-dihydro-6H-pyrrolo[3,4-d]pyrimidin-6-yl)-2-(1-(pyridin-3-yl)azetidin-3-yl)ethan-1-one CC=1N=C(C2=C(N1)CN(C2)C(CC2CN(C2)C=2C=NC=CC2)=O)NC